4-((2R,6S)-1-acetyl-4-(2-fluoroacryloyl)-6-methylpiperazin-2-yl)-6-chloro-N-methyl-[2,4'-bipyridine]-2'-carboxamide C(C)(=O)N1[C@@H](CN(C[C@@H]1C)C(C(=C)F)=O)C1=CC(=NC(=C1)Cl)C1=CC(=NC=C1)C(=O)NC